C(C)(C)(C)OC(=O)N1C(CNCC1)C1CC(C1)OS(=O)(=O)C (3-methylsulfonyloxycyclobutyl)piperazine-1-carboxylic acid tert-butyl ester